Cl.NC1CC(C1)(O)C cis-3-amino-1-methylcyclobutanol HCl salt